2-methyl-2-(1-pyrrolidinyl)propionamide CC(C(=O)N)(C)N1CCCC1